CC1=NOC(=N1)C1=CC(=C(C=C1)C(=O)N1CCC(CC1)C(F)(F)F)N1CCCC1 [4-(3-methyl-1,2,4-oxadiazol-5-yl)-2-pyrrolidin-1-ylphenyl]-[4-(trifluoromethyl)piperidin-1-yl]methanone